FC1=CC=C(C(=N1)C1=CN=C2N1N=C(C=C2)C2=CC(=CC=C2)O[C@H](CN2N=NN=C2)C)C#N 6-fluoro-2-[6-(3-{[(2S)-1-(1H-tetrazol-1-yl)propan-2-yl]oxy}phenyl)imidazo[1,2-b]pyridazin-3-yl]pyridine-3-carbonitrile